6-(5-{[(2R,3S,5S)-2-fluoro-8-azabicyclo[3.2.1]octan-3-yl](methyl)amino}pyrazin-2-yl)quinazolin-5-ol F[C@@H]1C2CC[C@@H](C[C@@H]1N(C=1N=CC(=NC1)C1=C(C=3C=NC=NC3C=C1)O)C)N2